(S)-(tetrahydro-2H-pyran-2-yl)-methanol O1[C@@H](CCCC1)CO